CC(C)NC[C@@H](C1=CC(=C(C=C1)O)O)O The molecule is an optically active phenylethanolamine compound having an isopropyl substituent attached to the nitrogen atom. It has a role as a sympathomimetic agent and a beta-adrenergic agonist. It is a catecholamine and a member of phenylethanolamines.